1-(4-fluorobenzofuran-5-yl)-N-methylpropan-2-amine FC1=C(C=CC2=C1C=CO2)CC(C)NC